N-(trans-4-(2-(4-(2,3-Dichlorophenyl)piperazin-1-yl)ethyl)cyclohexyl)-7,8-dihydro-1,6-naphthyridine ClC1=C(C=CC=C1Cl)N1CCN(CC1)CC[C@@H]1CC[C@H](CC1)N1CC=CC=2C=NCCC12